FC1=C(C(=CC=C1)F)C1=NC=2C(=NNC2C=2C=C(N=CC2N1)N1C[C@@H](CC1)C#N)C (3R)-1-[8-(2,6-difluorophenyl)-5-methyl-3,4,7,9,12-pentazatricyclo[8.4.0.02,6]tetradeca-1(10),2(6),4,7,11,13-hexaen-13-yl]pyrrolidine-3-carbonitrile